C(C)N1CCC2(C[C@@H]2C(=O)N[C@@H](CCCCCC(=O)C=2OC=CN2)C=2NC(=CN2)C2=CC(=NC=C2F)OC)CC1 (1S)-6-ethyl-N-[(1S)-1-[5-(5-fluoro-2-methoxypyridin-4-yl)-1H-imidazol-2-yl]-7-(1,3-oxazol-2-yl)-7-oxoheptyl]-6-azaspiro[2.5]octane-1-carboxamide